C12CN(CC(CC1)N2)C2=NC(=NC1=C(C(=CC=C21)C2=CC(=CC1=CC=CC=C21)O)F)OC[C@H]2N(CCC2)C 4-(4-(3,8-Diazabicyclo[3.2.1]oct-3-yl)-8-fluoro-2-(((S)-1-methylpyrrolidin-2-yl)methoxy)quinazolin-7-yl)naphthalen-2-ol